1-Bromo-2,4-dimethoxy-3-propoxybenzene BrC1=C(C(=C(C=C1)OC)OCCC)OC